4,4'-sulfinylbis(iodobenzene) C1=CC(=CC=C1S(=O)C2=CC=C(C=C2)I)I